3-Chloro-N-(2-chloro-3-{(4S)-2-imino-4-methyl-1-[(2R*,4R*)-2-methyltetrahydropyran-4-yl]-6-oxo-hexahydropyrimidin-4-yl}phenyl)-5-methylbenzamide hydrochloride Cl.ClC=1C=C(C(=O)NC2=C(C(=CC=C2)[C@]2(NC(N(C(C2)=O)[C@H]2C[C@H](OCC2)C)=N)C)Cl)C=C(C1)C |o1:21,23|